3-Fluoro-5,7-dihydrospiro[cyclopenta[b]pyridin-6,4'-piperidin]-5-amine dihydrochloride Cl.Cl.FC=1C=C2C(=NC1)CC1(CCNCC1)C2N